BrC=1C=CC2=C(N=C(O2)CSC2=NN(C=3N=CNC(C32)=O)C3=CC=CC=C3)C1 (((5-bromobenzo[d]oxazol-2-yl)methyl)thio)-1-phenyl-1,5-dihydro-4H-pyrazolo[3,4-d]pyrimidin-4-one